6-(3-(difluoromethoxy)-2-methylphenyl)-5,7-dimethyl-2-(pyridin-2-yl)-2,6-dihydro-1H-pyrrolo[3,4-d]pyridazin-1-one FC(OC=1C(=C(C=CC1)N1C(=C2C(N(N=CC2=C1C)C1=NC=CC=C1)=O)C)C)F